CS(=O)(=O)O[C@@H]1COC2(CN(C2)C(=O)OC(C)(C)C)C1 tert-butyl (S)-7-((methyl sulfonyl)oxy)-5-oxa-2-azaspiro[3.4]octane-2-carboxylate